C[C@@H]1O[C@@H](CN(C1)C1=CC=C(C(=N1)C1=NC2=CC(=NC=C2C=C1)CNC(C1=CC(=C(C=C1)C)S(=O)(=O)C)=O)P(=O)(C)C)C N-((2-(6-((cis)-2,6-dimethylmorpholino)-3-(dimethylphosphoryl)pyridin-2-yl)-1,6-naphthyridin-7-yl)methyl)-4-methyl-3-(methylsulfonyl)benzamide